C(CCC)C1=[NH+]C=CC2=CC=CC=C12 1-butyl-isoquinolinium